C/C(=C\\C(=O)NC)/OP(=O)(OC)OC The molecule is an alkenyl phosphate that is the 4-(methylamino)-4-oxobut-2-en-2-yl ester of dimethyl phosphate. It has a role as an EC 3.1.1.7 (acetylcholinesterase) inhibitor, an EC 3.1.1.8 (cholinesterase) inhibitor, an acaricide, an agrochemical, an avicide and an EC 1.4.3.4 (monoamine oxidase) inhibitor. It is a dialkyl phosphate, an organophosphate insecticide, an alkenyl phosphate and a monocarboxylic acid amide.